1-Ethyl 4-[6-(1-hydroxy-1-methyl-ethyl)-5-[[6-(trifluoromethyl)pyridine-2-carbonyl]amino]indazol-2-yl]cyclohexanecarboxylate OC(C)(C)C=1C(=CC2=CN(N=C2C1)C1CCC(CC1)C(=O)OCC)NC(=O)C1=NC(=CC=C1)C(F)(F)F